4-cyclopentyl-6-(4-((2-methoxybenzamido)methyl)phenyl)-1H-pyrazolo[4,3-c]pyridine-7-carboxamide C1(CCCC1)C1=NC(=C(C2=C1C=NN2)C(=O)N)C2=CC=C(C=C2)CNC(C2=C(C=CC=C2)OC)=O